COC(=C(C(=O)C1=CC=CC=C1)OC)C2=CC=CC=C2 dimethoxychalcone